3-(6-(2-(dimethylamino)ethoxy)-3'-ethoxy-4'-(7-oxo-6,7-dihydro-3H-[1,2,3]triazolo[4,5-d]pyrimidin-5-yl)-[1,1'-biphenyl]-3-yl)propionic acid CN(CCOC1=CC=C(C=C1C1=CC(=C(C=C1)C=1NC(C2=C(N1)NN=N2)=O)OCC)CCC(=O)O)C